C(C)(=O)NC1=CC=C(C=C1)C1CC=C(C1)C1=NN(C(=C1C(=O)NC1=CC(=C(C=C1)F)Cl)N)C 3-(4-(4-Acetamidophenyl)cyclopent-1-en-1-yl)-5-amino-N-(3-chloro-4-fluorophenyl)-1-methyl-1H-pyrazole-4-carboxamide